4-(6-methyl-2-(3,3,3-trifluoropropoxy)pyrimidin-4-yl)-1H-pyrazole CC1=CC(=NC(=N1)OCCC(F)(F)F)C=1C=NNC1